(S)-5-((R)-2-(cyclopentylmethyl)-4-(hydroxyamino)-4-oxobutyl)-N-(5-fluoropyridin-2-yl)-5-azaspiro[2.4]heptane-6-amide C1(CCCC1)C[C@@H](CN1CC2(CC2)C[C@H]1C(=O)NC1=NC=C(C=C1)F)CC(=O)NO